2-{3-(2,7-diphenyldibenzothiophen-4-yl)-phenyl}-4,6-diphenyl-1,3,5-triazine C1(=CC=CC=C1)C1=CC2=C(SC3=C2C=CC(=C3)C3=CC=CC=C3)C(=C1)C=1C=C(C=CC1)C1=NC(=NC(=N1)C1=CC=CC=C1)C1=CC=CC=C1